7-(chloro)-1H-indole ClC=1C=CC=C2C=CNC12